2-oxo-N5-piperidin-1-yl-1-[3-(trifluoromethyl)phenyl]-1,2-dihydropyridine-3,5-dicarboxamide O=C1N(C=C(C=C1C(=O)N)C(=O)NN1CCCCC1)C1=CC(=CC=C1)C(F)(F)F